(S)-3-(6-methoxypyridin-3-yl)-3-((R)-3-methyl-2-oxo-3-(4-(5,6,7,8-tetrahydro-1,8-naphthyridin-2-yl)butyl)azetidin-1-yl)propionic acid COC1=CC=C(C=N1)[C@H](CC(=O)O)N1C([C@@](C1)(CCCCC1=NC=2NCCCC2C=C1)C)=O